methyl (1s,4s)-2'-bromo-4-[(3-chlorophenyl)(trifluoroacetyl)amino]-5'-methylspiro[cyclohexane-1,1'-indene]-4-carboxylate BrC=1C2(C3=CC=C(C=C3C1)C)CCC(CC2)(C(=O)OC)N(C(C(F)(F)F)=O)C2=CC(=CC=C2)Cl